C(C)(C)(C)OC(=O)NC=1C(=C(C=C2C=C(N=CC12)NC(=O)OC1CC(C1)CC#N)C1=C(C2=C(OCCN2C(=O)OC(C)(C)C)N=C1)C)F tert-Butyl 7-[8-(tert-butoxycarbonylamino)-3-[[3-(cyanomethyl)cyclobutoxy]carbonylamino]-7-fluoro-6-isoquinolyl]-8-methyl-2,3-dihydropyrido[2,3-b][1,4]oxazine-1-carboxylate